[N+](=O)([O-])C1=CC=C(C=C1)CC(C)=O (4-nitrophenyl)propan-2-one